chloro(2-dicyclohexylphosphino-2',6'-dimethoxy-1,1-biphenyl) ClC=1C(=C(C=CC1)C1=C(C=CC=C1OC)OC)P(C1CCCCC1)C1CCCCC1